(R)-4-chloro-3-(7-(4-chloro-3-(trifluoromethyl)benzoyl)-2-(isopropylamino)-6-methyl-4-oxo-5,6,7,8-tetrahydropyrido[3,4-d]pyrimidin-3(4H)-yl)-N,1-dimethyl-1H-pyrazole-5-carboxamide ClC=1C(=NN(C1C(=O)NC)C)N1C(=NC2=C(C1=O)C[C@H](N(C2)C(C2=CC(=C(C=C2)Cl)C(F)(F)F)=O)C)NC(C)C